(S)-benzyl (3-((1-(3-chloro-6-(2-(4-cyclopropylpyrimidin-5-yl)-4-fluorophenoxy)-1,2,4-triazin-5-yl)pyrrolidin-3-yl)methyl)-3-azaspiro[5.5]undec-9-yl)carbamate ClC=1N=NC(=C(N1)N1C[C@@H](CC1)CN1CCC2(CC1)CCC(CC2)NC(OCC2=CC=CC=C2)=O)OC2=C(C=C(C=C2)F)C=2C(=NC=NC2)C2CC2